phenylhydrazinocarbonylazobenzene C1(=CC=CC=C1)NNC(=O)C1=C(C=CC=C1)N=NC1=CC=CC=C1